C(C1=CC=CC=C1)N(C)C1=CC=C(C=C1)C#N N-benzyl-para-cyanophenyl-methylamine